2-chloro-N,N-dimethyl-3-(trifluoromethyl)pyridin-4-amine ClC1=NC=CC(=C1C(F)(F)F)N(C)C